C(C)(C)(C)N=CC1=CC=C(C=C1)[N+](=O)[O-] tertiary butyl-(4-nitro-benzylidene)amine